C[C@H]1[C@@H](C[C@H]([C@@H](O1)OCCCCCCCCCCCCCCCCCCCC(=O)SCCNC(=O)CCNC(=O)[C@@H](C(C)(C)COP(=O)([O-])OP(=O)([O-])OC[C@@H]2[C@H]([C@H]([C@@H](O2)N3C=NC4=C(N=CN=C43)N)O)OP(=O)([O-])[O-])O)O)O The molecule is an acyl-CoA(4-) obtained by deprotonation of the phosphate and diphosphate groups of oscr#36-CoA; major species at pH 7.3. It is a conjugate base of an oscr#36-CoA.